1-(6-(5-(((4-(3,3-difluorocyclobutyl) pyrimidin-2-yl) oxy) methyl)-1-methyl-1H-1,2,3-triazol-4-yl)-2-methylpyridin-3-yl) acetate C(C)(=O)OC=1C(=NC(=CC1)C=1N=NN(C1COC1=NC=CC(=N1)C1CC(C1)(F)F)C)C